[Na+].S(N)(=O)(=O)N1C(=C(C=C1)C=1C(=NN(C1C)C)C)C(=O)[O-] 1-Sulfamoyl-3-(1,3,5-trimethyl-1H-pyrazol-4-yl)-1H-pyrrole-2-carboxylic acid, sodium salt